N-[3-chloro-4-[[1-(2-cyanoethyl)-2-methyl-pyrazol-2-ium-4-yl]methylcarbamoyl]phenyl]-5-(2,3-difluoro-4-methoxy-phenyl)-1-methyl-imidazole-2-carboxamide ClC=1C=C(C=CC1C(NCC=1C=[N+](N(C1)CCC#N)C)=O)NC(=O)C=1N(C(=CN1)C1=C(C(=C(C=C1)OC)F)F)C